trivinyl-phosphine selenide C(=C)P(C=C)(C=C)=[Se]